COC=1C=C(C/C(/CC(=O)O)=C\C2=CC(=CC=C2)OC)C=CC1 (E)-3-(3-methoxybenzyl)-4-(3-methoxyphenyl)but-3-enoic acid